N-butyl-methylpyrrolidine bis(trifluoromethanesulfonyl)imide salt [N-](S(=O)(=O)C(F)(F)F)S(=O)(=O)C(F)(F)F.C(CCC)N1C(CCC1)C